[O-2].[V+5].[Li+].[O-2].[O-2] Lithium-Vanadium-Oxid